cyclopropyl((R)-3-(4-(((R)-1-(3-(difluoromethyl)-2-fluorophenyl)ethyl)amino)quinolin-6-yl-2-d)-3-methoxypyrrolidin-1-yl)methanone C1(CC1)C(=O)N1C[C@](CC1)(OC)C=1C=C2C(=CC(=NC2=CC1)[2H])N[C@H](C)C1=C(C(=CC=C1)C(F)F)F